C(C)(C)(C)CC(CC(=O)[O-])=O.C(C)(C)(C)CC(CC(=O)[O-])=O.CC([O-])C.[Al+3] aluminum isopropoxide bis(t-butyl acetoacetate)